1,2-bis-(3-methylphenoxy)-ethane CC=1C=C(OCCOC2=CC(=CC=C2)C)C=CC1